The molecule is a polysaccharide derivative comprised of a [2)-alpha-L-Rhap(III)-(1->2)-alpha-L-Rhap(II)-(1->3)-alpha-L-Rhap(I)-(1->3)-beta-D-GlcpNAc-(1->] tetrasaccharide repeat modified by the (1->3) linkage of an alpha-D-glucosyl group to the Rha(II) residue and by addition of an acetyl group to either O-3 or O-4 of many of the Rha(III) residues (35% to O-3; 25% to O-4). The structure provided is representative of that in Shigella flexneri serotype 5a and shows the most common repeating unit. It has a role as an antigen. C[C@H]1[C@@H]([C@H]([C@H]([C@@H](O1)O[C@@H]2[C@H]([C@@H](O[C@@H]([C@H]2O)CO)O)NC(=O)C)O)O[C@H]3[C@@H]([C@@H]([C@H]([C@@H](O3)C)O)O[C@@H]4[C@@H]([C@H]([C@@H]([C@H](O4)CO)O)O)O)O[C@H]5[C@@H]([C@@H]([C@H]([C@@H](O5)C)O)OC(=O)C)O)O